C1(CC1)[C@@H]1C2=C(N(C([C@@H]1NC(C1=CC(=CC=C1)C(F)(F)F)=O)=O)CC)N(N=C2C(=O)O)C2CCOCC2 |r| rac-(4R,5R)-4-cyclopropyl-7-ethyl-6-oxo-1-(tetrahydro-2H-pyran-4-yl)-5-(3-(trifluoromethyl)benzamido)-4,5,6,7-tetrahydro-1H-pyrazolo[3,4-b]pyridine-3-carboxylic acid